7-(benzylamino)-4-(o-tolyl)chromen-2-one C(C1=CC=CC=C1)NC1=CC=C2C(=CC(OC2=C1)=O)C1=C(C=CC=C1)C